(bromomethyl)-3-(furan-2-yl)-1-phenyl-1H-pyrazole BrCC=1C(=NN(C1)C1=CC=CC=C1)C=1OC=CC1